OC1=C(C=C(C=C1)O)S(=O)(=O)OCC ethyl 2,5-dihydroxybenzenesulfonate